OC(C(C1=CC=C(C=C1)OCC1(CCCC1)OC)NC([C@@H](C)C1=CC=CC=C1)=O)(C)C (2S)-N-(2-hydroxy-1-(4-((1-methoxycyclopentyl)methoxy)phenyl)-2-methylpropyl)-2-phenylpropanamide